C(C#C)O[C@H]1[C@@H](O[C@@H]([C@H]1O)CO)N1C=NC=2C(N)=NC=NC12 2'-O-2-Propyn-1-yladenosine